Diethyl 2-((3,3-difluorocyclobutyl) methyl)-2-methylmalonate FC1(CC(C1)CC(C(=O)OCC)(C(=O)OCC)C)F